BrC=1C=CC(=C(C1)S(=O)(=O)NC=1C(=C(C(=O)NCC2OCCC2)C=C(C1)OC(F)(F)F)O)OC 3-((5-Bromo-2-methoxyphenyl)sulfonamido)-2-hydroxy-N-((tetrahydrofuran-2-yl)methyl)-5-(trifluoromethoxy)benzamide